dihydro-4H-1,3-thiazin S1CNCC=C1